ClC\C=C/CCC(C)(C)C Z-1-chloro-6,6-dimethyl-2-heptene